2-[[1-(6-methylpyrimidin-4-yl)piperidin-4-yl]methyl]-6-(1,2,4-triazol-1-yl)pyridazin-3-one CC1=CC(=NC=N1)N1CCC(CC1)CN1N=C(C=CC1=O)N1N=CN=C1